9-fluoro-5,6,8,9,10,11-hexahydro-7H-5,9:7,11-dimethanobenzo[9]annulen-7-amine hydrochloride Cl.FC12CC3(CC(C4=C(C(C1)C3)C=CC=C4)C2)N